ClC(COC(=O)N[C@@H](CC1=CC=C(C=C1)O)C(=O)O)(Cl)Cl N-(2,2,2-trichloroethoxycarbonyl)tyrosine